CN1N=C2[C@@H](N(CCC2=C1C=1C=NN(C1C(F)(F)F)C)C(=O)C=1C=CC=C2C=NN(C12)C)C (S)-(2,7-Dimethyl-3-(1-methyl-5-(trifluoromethyl)-1H-pyrazol-4-yl)-2,4,5,7-tetrahydro-6H-pyrazolo[3,4-c]pyridin-6-yl)(1-methyl-1H-indazol-7-yl)methanone